1-(4-bromophenyl)propan-1-amine BrC1=CC=C(C=C1)C(CC)N